2-(piperazine-1-yl)ethanol N1(CCNCC1)CCO